ClC1=NC=C(C(=N1)NC=1C=C(C(=O)N(CC2=C(C=CC(=C2)N)OCCN2CCCC2)C)C=CC1)C 3-((2-chloro-5-methylpyrimidin-4-yl)amino)N-methyl-N-(5-amino-2-(2-(pyrrolidin-1-yl)ethoxy)benzyl)benzamide